O(S(=O)(=O)C(F)(F)F)C=1C(CN(CC1)C1=C(C(=C(C=C1)C#N)C(F)(F)F)F)C 1-[4-cyano-2-fluoro-3-(trifluoromethyl) phenyl]-3-methyl-1,2,3,6-tetrahydropyridin-4-yl triflate